tert-Butyl (S)-2-((3-ethoxy-3-oxopropyl)(4-(thiazol-2-yl)phenyl)carbamoyl)pyrrolidine-1-carboxylate C(C)OC(CCN(C(=O)[C@H]1N(CCC1)C(=O)OC(C)(C)C)C1=CC=C(C=C1)C=1SC=CN1)=O